Acroyl-nipecotamide tert-Butyl-(R)-3-((3S,5S)-3,4,5-trimethylpiperazin-1-yl)pyrrolidine-1-carboxylate C(C)(C)(C)OC(=O)N1C[C@@H](CC1)N1C[C@@H](N([C@H](C1)C)C)C.C(=O)(C=C)N1CC(C(=O)N)CCC1